(2R,3S,4S,5R,6R)-2-(hydroxymethyl)-6-phenylethyl-2H-pyran-3,4,5-triol OC[C@H]1OC(=C(C(=C1O)O)O)CCC1=CC=CC=C1